1-(3-methyl-5-(trifluoromethyl)pyridin-2-yl)piperazine cyclopentyl-((R)-2-methyl-3-oxo-4-((S)-1-phenylethyl)-3,4-dihydro-2H-benzo[b][1,4]oxazin-7-yl)carbamate C1(CCCC1)N(C(O)=O)C=1C=CC2=C(O[C@@H](C(N2[C@@H](C)C2=CC=CC=C2)=O)C)C1.CC=1C(=NC=C(C1)C(F)(F)F)N1CCNCC1